2-(hydroxymethyl)-3-methylbutanoate OCC(C(=O)[O-])C(C)C